1-(5-cyclopropyl-6-{[4-(4-methanesulfonylthiophen-2-yl)-5-(trifluoromethyl)pyrimidin-2-yl]amino}-2,3-dihydro-1H-isoindol-2-yl)-2,2,2-trifluoroethan-1-one C1(CC1)C=1C=C2CN(CC2=CC1NC1=NC=C(C(=N1)C=1SC=C(C1)S(=O)(=O)C)C(F)(F)F)C(C(F)(F)F)=O